C(CCCCC(C)C)N(CCCCCC(C)C)CC(=O)OCCCCCC 1-hexanol N,N-diisooctylaminoacetate